BrC=1C(=NC=C(N1)Br)NCCC1=CC=CC=C1 3,5-dibromo-N-phenethylpyrazin-2-amine